di-tert-butyl (((1-methyl-2-(4-(methylsulfonyl)phenyl)-1H-benzo[d]imidazole-4,6-diyl)bis(4,1-phenylene))bis(methylene))dicarbamate CN1C(=NC2=C1C=C(C=C2C2=CC=C(C=C2)CNC(OC(C)(C)C)=O)C2=CC=C(C=C2)CNC(OC(C)(C)C)=O)C2=CC=C(C=C2)S(=O)(=O)C